ethyl 3-((6-chloropyridazin-3-yl)amino)adamantane-1-carboxylate ClC1=CC=C(N=N1)NC12CC3(CC(CC(C1)C3)C2)C(=O)OCC